ClC1=CC=C(N=N1)C(=O)NC[C@H](CO)O (R)-6-chloro-N-(2,3-dihydroxypropyl)pyridazine-3-carboxamide